ClC1=C2C(=NC(=C1)C#N)C=CS2 7-Chlorothieno[3,2-b]pyridine-5-carbonitrile